N6-(3-AMINO-5-CHLOROPHENYL)-N2-((1S,2S)-2-AMINOCYCLOHEXYL)-9-ISOPROPYL-9H-PURINE-2,6-DIAMINE NC=1C=C(C=C(C1)Cl)NC1=C2N=CN(C2=NC(=N1)N[C@@H]1[C@H](CCCC1)N)C(C)C